4-((2S,4r,6S)-2-cyano-7-((5-cyclopropyl-7-methyl-1H-indol-4-yl)methyl)-7-azaspiro[3.5]nonan-6-yl)-N-((2-oxo-1,2-dihydropyridin-3-yl)methyl)benzamide C(#N)C1CC2(C1)C[C@H](N(CC2)CC2=C1C=CNC1=C(C=C2C2CC2)C)C2=CC=C(C(=O)NCC=1C(NC=CC1)=O)C=C2